5-amino-1-(4,4-difluorocyclohex-1-en-1-yl)-3-methylpyridin-2(1H)-one NC=1C=C(C(N(C1)C1=CCC(CC1)(F)F)=O)C